(S)-3-((diethyl(oxo)-λ6-sulfaneylidene)amino)-N-(1-(1-(pyrimidin-2-yl)-1H-1,2,4-triazol-5-yl)ethyl)-5-(trifluoromethyl)benzamide C(C)S(=O)(CC)=NC=1C=C(C(=O)N[C@@H](C)C2=NC=NN2C2=NC=CC=N2)C=C(C1)C(F)(F)F